tert-butyl 4-(2-amino-4-(methoxycarbonyl)phenyl)piperidine-1-carboxylate NC1=C(C=CC(=C1)C(=O)OC)C1CCN(CC1)C(=O)OC(C)(C)C